6-chloro-1-(3,5-dimethylphenyl)isoquinoline ClC=1C=C2C=CN=C(C2=CC1)C1=CC(=CC(=C1)C)C